1-(tert-butyl)-N-(4-(7-(1-methyl-1H-pyrazol-4-yl)-[1,2,4]triazolo[4,3-a]pyridin-5-yl)benzyl)-1H-pyrazole-4-carboxamide C(C)(C)(C)N1N=CC(=C1)C(=O)NCC1=CC=C(C=C1)C1=CC(=CC=2N1C=NN2)C=2C=NN(C2)C